FC(COC1=CC2=C(C=N1)CNC2)(F)F 6-(2,2,2-trifluoroethoxy)-2,3-dihydro-1H-pyrrolo[3,4-c]pyridine